N-[[2-[3-(4-chloroanilino)prop-1-ynyl]-1-(2-chloroethyl)indol-5-yl]methyl]tetrahydropyran-4-amine ClC1=CC=C(NCC#CC=2N(C3=CC=C(C=C3C2)CNC2CCOCC2)CCCl)C=C1